[N+](=O)([O-])C=1C=C(C[C@H](N)C(=O)O)C=CC1O 3-nitro-tyrosine